F[C@@H](C)C=1C=C(C=NC1)NS(=O)(=O)CC N-{5-[(1S)-1-fluoroethyl]pyridin-3-yl}ethane-1-sulfonamide